C1[C@H]([C@@H]([C@H](OC1O)COP(=O)(O)O)O)O The molecule is a D-hexopyranose 6-phosphate that is the 6-monophospho derivative of 2-deoxy-D-glucopyranose. It is a conjugate acid of a 2-deoxy-D-glucopyranose 6-phosphate(2-).